3-(4-amino-1,3-dihydro-1-oxo-2H-isoindol-2-yl)-2,6-piperidinedione NC1=C2CN(C(C2=CC=C1)=O)C1C(NC(CC1)=O)=O